4-bromo-2-[3-(3,5-difluorophenyl)ureido]-N-(2-hydroxy-ethyl)benzamide BrC1=CC(=C(C(=O)NCCO)C=C1)NC(=O)NC1=CC(=CC(=C1)F)F